FC1=C(C=CC=C1)C1=CC(=CN1S(=O)(=O)C=1C=NC=CC1)C1=NC=CC=C1S(=O)(=O)OC methyl (5-(2-fluorophenyl)-1-(pyridine-3-sulfonyl)-1H-pyrrol-3-yl)-pyridine-3-sulfonate